CC1=C(SC(=C1)C1=NO[C@@](C1)(CF)C1=CC(=C(C(=C1)Cl)Cl)Cl)C(=O)O |r| racemic-3-methyl-5-[(5RS)-5-(3,4,5-trichlorophenyl)-5-(fluoromethyl)-4H-isoxazol-3-yl]thiophene-2-carboxylic acid